2,3,5-Tri-O-acetyl-α-D-xylofuranosyl fluoride C(C)(=O)O[C@H]1[C@H](O[C@@H]([C@@H]1OC(C)=O)COC(C)=O)F